N-[6-(6-methylpyridin-2-yl)-2H,3H,4H-pyrido[3,2-b][1,4]-oxazin-8-yl]pyridin-4-amine CC1=CC=CC(=N1)C=1C=C(C=2OCCNC2N1)NC1=CC=NC=C1